2-Amino-4-ethyl-6-methoxy-1,3,5-triazine NC1=NC(=NC(=N1)CC)OC